OC1=C(C=NC=C1)\N=C\N1C(C=2C=CC=C(C2C1)C(=O)OC)(C)C methyl (E)-2-(((4-hydroxypyridin-3-yl)imino)methyl)-1,1-dimethylisoindoline-4-carboxylate